FC(C(C1=CC=C(C=C1)F)N1N=CC=C1)(C)F 1-(2,2-difluoro-1-(4-fluorophenyl)propyl)-1H-pyrazol